(R)-2-(3-(2-(((S)-phenyl((R)-1,2,3,4-tetrahydro-1,5-naphthyridin-3-yl)methyl)amino)ethyl)phenyl)propanoic acid C1(=CC=CC=C1)[C@H]([C@H]1CNC2=CC=CN=C2C1)NCCC=1C=C(C=CC1)[C@H](C(=O)O)C